7-(3-cyano-5-fluorophenyl)-5,6,7,8-tetrahydro-2,7-naphthyridine-3-carboxylic acid C(#N)C=1C=C(C=C(C1)F)N1CCC=2C=C(N=CC2C1)C(=O)O